C(=O)C1=NC=CC(C1OCC1=CC=C(C=C1)OC)=O 2-formyl-3-(4-methoxybenzyloxy)-pyridin-4-one